5-Chloro-1-methylpyrrolo[2,3-b]pyridine-4-carboxylic acid methyl ester COC(=O)C=1C2=C(N=CC1Cl)N(C=C2)C